[Na+].[Na+].OC1=CC(=CC2=CC(=CC(=C12)O)S(=O)(=O)[O-])S(=O)(=O)[O-] 4,5-dihydroxynaphthalene-2,7-disulfonic acid disodium salt